1-((1R,3R)-1-(2,6-difluoro-4-(2-(3-(fluoromethyl)azetidin-1-yl)ethoxy)phenyl)-3-methyl-3,4-dihydro-1H-pyrido[3,4-b]indol-2(9H)-yl)-3-hydroxybutan-1-one FC1=C(C(=CC(=C1)OCCN1CC(C1)CF)F)[C@H]1N([C@@H](CC2=C1NC1=CC=CC=C21)C)C(CC(C)O)=O